ClC=1OC2=C(N1)C=C(C=C2)Cl 2,5-dichloro-1,3-benzooxazole